CS(=O)(=O)OC=1C2=C(N=C(N1)OC)CN(CC2)CC2=CC=CC=C2 7-benzyl-2-methoxy-5,6,7,8-tetrahydropyrido[3,4-d]pyrimidin-4-yl methanesulfonate